FC1(CC(C1)C1=CC(=C(C=C1)B1OC(C(O1)(C)C)(C)C)C1CCC(CC1)C(F)(F)F)F 2-[4-(3,3-Difluorocyclobutyl)-2-[4-(trifluoromethyl)cyclohexyl]phenyl]-4,4,5,5-tetramethyl-1,3,2-dioxaborolane